COC1CCC(CC1)NC(=O)C=1N=NC(=CC1)OCC=1C(=NOC1C)C=1C=NC(=CC1)C N-(4-methoxycyclohexyl)-6-((5-methyl-3-(6-methylpyridin-3-yl)isoOxazol-4-yl)methoxy)pyridazine-3-carboxamide